ICC1OC(OC1C1=CC=CC=C1)=O 4-iodomethyl-5-phenyl-1,3-dioxolan-2-one